Rac-N-[(1S,2R,3S,5R)-2-fluoro-8-azabicyclo[3.2.1]oct-3-yl]carbamic acid benzyl ester C(C1=CC=CC=C1)OC(N[C@@H]1[C@@H]([C@@H]2CC[C@H](C1)N2)F)=O |r|